3-methyl-2-oxo-1,3-benzoxazol CN1C(OC2=C1C=CC=C2)=O